(R)-N-(2-(4-Cyanothiazolidin-3-yl)-2-oxoethyl)-8-methyl-6-(4-methoxy-piperidin-1-yl)morpholinoquinoline-4-carboxamide C(#N)C1N(CSC1)C(CNC(=O)C1=CC(=NC2=C(C=CC=C12)C)N1CCO[C@H](C1)N1CCC(CC1)OC)=O